NC=1N=C2C=C(C=NC2=CC1Cl)CC[C@@]12[C@H]([C@H]([C@@H]([C@H]2C1)N1C=CC2=C1N=CN=C2N)O)O (1R,2R,3S,4R,5S)-1-(2-(6-amino-7-chloro-1,5-naphthyridin-3-yl)ethyl)-4-(4-amino-7H-pyrrolo[2,3-d]pyrimidin-7-yl)bicyclo[3.1.0]hexane-2,3-diol